BrC=1C(=C(C#N)C(=CC1)F)F bromo-2,6-difluorobenzonitrile